C(C)N1N=C(C=C1C1=NNC(=N1)C1=C2C=NN(C2=CC(=C1)C(=O)N)CCN1C2COCC1C2)C 4-[3-(1-ethyl-3-methyl-1H-pyrazol-5-yl)-1H-1,2,4-triazol-5-yl]-1-[2-(3-oxa-6-azabicyclo[3.1.1]heptan-6-yl)ethyl]-1H-indazole-6-carboxamide